FC1=C(C=CC(=C1)C(F)(F)F)COC1CN(C1)C(CCC1(CCC(N1)=O)C)=O (+)-5-[3-[3-[[2-Fluoro-4-(trifluoromethyl)phenyl]methoxy]azetidin-1-yl]-3-oxo-propyl]-5-methyl-pyrrolidin-2-one